2-(difluoromethyl)-N-[(3R)-3-ethyl-1,1-dimethyl-indan-4-yl]tetrahydrobenzodiazepine-3-Carboxamide FC(N1NC2=C(CCC1C(=O)NC1=C3[C@@H](CC(C3=CC=C1)(C)C)CC)C=CC=C2)F